P1PP1 cyclotriphosphane